Nickel(II) Bis-benzene C1=CC=CC=C1.C1=CC=CC=C1.[Ni+2]